(4-chloro-3-methylphenyl)-N-methyl-1,2,3,4-tetrahydroquinoline-2-carboxamide ClC1=C(C=C(C=C1)N1C(CCC2=CC=CC=C12)C(=O)NC)C